6-methoxybenzo[d]oxazole COC1=CC2=C(N=CO2)C=C1